2',2'-(pyridin-2,6-diyl)bis(3-((3r,5r,7r)-adamantan-1-yl)-4'-isopropyl-5-methyl-[1,1'-biphenyl]-2-ol) N1=C(C=CC=C1C1C2(C[C@@H]3C[C@H](CC1C3)C2)C2=C(C(=CC(=C2)C)C2=CC=C(C=C2)C(C)C)O)C2=C(C=CC(=C2)C(C)C)C=2C(=C(C=C(C2)C)C23CC1CC(CC(C2)C1)C3)O